trimethylene 5-sulfo-isophthalate S(=O)(=O)(O)C=1C=C2C=C(C(=O)OCCCOC2=O)C1